(3-(5-(2-methyl-[1,1'-biphenyl]-3-yl)-1,3,4-thiadiazol-2-yl)benzyl)glycine CC1=C(C=CC=C1C1=NN=C(S1)C=1C=C(CNCC(=O)O)C=CC1)C1=CC=CC=C1